CC1(C(C(=CC2(CN(C2)C(=O)C2=CC=C(C=C2)C(F)(F)F)C1)C#N)=O)C 8,8-dimethyl-7-oxo-2-[4-(trifluoromethyl)benzene-1-carbonyl]-2-azaspiro[3.5]non-5-ene-6-carbonitrile